N-{[(tert-butoxy)carbonyl]amino}-L-aspartic acid methylester COC([C@@H](NNC(=O)OC(C)(C)C)CC(=O)O)=O